((7R,8R)-5-fluoro-2-(2-methoxy-7-methylquinoxalin-5-yl)-8-methyl-7,8-dihydrobenzofuro[5,4-d]thiazol-7-yl)methyl (2-(2-hydroxyethoxy)pyrimidin-5-yl)carbamate OCCOC1=NC=C(C=N1)NC(OC[C@@H]1OC2=C([C@H]1C)C1=C(N=C(S1)C1=C3N=CC(=NC3=CC(=C1)C)OC)C=C2F)=O